1-methyl-propyl nitrate [N+](=O)(OC(CC)C)[O-]